Cl.ClCC=1N(C=CN1)C 2-(chloromethyl)-1-methyl-1H-imidazole hydrochloride